L-glutamic acid-2,3,3,4,4-d5 N[C@@](C(C(C(=O)O)([2H])[2H])([2H])[2H])(C(=O)O)[2H]